NC1=NC=2C=NC(=CC2C2=C1COC2)C(=O)N2[C@@H](COCCC2)C2=CC=C(C=C2)C(F)(F)F (4-amino-1,3-dihydrofuro[3,4-c][1,7]naphthyridin-8-yl)((3R)-3-(4-(trifluoromethyl)phenyl)-1,4-oxaazepan-4-yl)methanone